3-ethyl-1-Pentene C(C)C(C=C)CC